FC(C=1N=CC(=NC1)N1CCN(CC1)C(=O)O)(F)F 4-(5-(trifluoromethyl)pyrazin-2-yl)piperazine-1-carboxylic acid